N1CCCC2=CC=CN=C12 tetrahydro1,8-naphthyridine